C1(CC1)CN1C(=CC2=CC=CC(=C12)\C=C\CO)C(=O)OC methyl (E)-1-(cyclopropylmethyl)-7-(3-hydroxyprop-1-en-1-yl)-1H-indole-2-carboxylate